FC(C=1C=C(C=C(C1)C(F)(F)F)C(CC1=CC(=CC(=C1)C(F)(F)F)C(F)(F)F)=O)(F)F 1,2-bis(3,5-bis(trifluoromethyl)phenyl)ethan-1-one